3-iodo-1H-pyrazole-5-carbonitrile IC1=NNC(=C1)C#N